1,4-bis(3,4-dicarboxyltrifluorophenoxy)tetrafluorobenzene C(=O)(O)C=1C(=C(OC2=C(C(=C(C(=C2F)F)OC2=C(C(=C(C(=C2F)F)C(=O)O)C(=O)O)F)F)F)C(=C(C1C(=O)O)F)F)F